O1C=NC=C1C=1C=CC=2N(C1)N=C(N2)N[C@H]2CN(CC2)C(=O)C2=CC=C(C=C2)NC(C=C)=O (R)-N-(4-(3-((6-(Oxazol-5-yl)-[1,2,4]triazolo[1,5-a]pyridin-2-yl)amino)pyrrolidine-1-carbonyl)phenyl)acrylamide